ClC1=C(C=NC=2CCCCC12)C(=O)NC(CC1=CC=CC=C1)(CC(C)C)C 4-chloro-N-(2,4-dimethyl-1-phenylpentan-2-yl)-5,6,7,8-tetrahydroquinoline-3-carboxamide